C(C)OC(=O)C=1NC2=C(C=CC=C2C1C1=CC(=C(C=C1)CS(=O)(=O)C)F)[C@H](C)N 7-((1S)-1-aminoethyl)-3-(3-fluoro-4-((methylsulfonyl)methyl)phenyl)-1H-indole-2-carboxylic acid ethyl ester